6-[5-(difluoromethyl)-1,3,4-oxadiazol-2-yl]-2-[(1RS,2RS)-2-(5-fluoropyridin-2-yl)-2-hydroxy-1-(pyridin-2-yl)ethyl]-2,3-dihydro-1H-isoindol-1-one FC(C1=NN=C(O1)C1=CC=C2CN(C(C2=C1)=O)[C@@H]([C@@H](O)C1=NC=C(C=C1)F)C1=NC=CC=C1)F |r|